CC1N(CCN(C1)C1=NC(=CC=C1)C=1C=NN2C1C=CC=C2)C(=O)[O-] 2-methyl-4-(6-(pyrazolo[1,5-a]pyridin-3-yl)pyridin-2-yl)piperazine-1-carboxylate